N-{[(2S)-5,5-Dimethyloxolan-2-yl]methyl}-2-{[(2S)-1,4-dioxan-2-yl]methyl}-8-(trifluoromethyl)-4,5-dihydro-2H-furo[2,3-g]indazol-7-carboxamid CC1(CC[C@H](O1)CNC(=O)C1=C(C2=C(CCC3=CN(N=C23)C[C@@H]2OCCOC2)O1)C(F)(F)F)C